C1(CC1)S(=O)(=O)N1N=CC(=C1)C1=NC=CC(=N1)NC1=NC=C(C(=C1)NC1CCC(CC1)CO)C#CC1[C@@H](OCC1)C(F)(F)F ((1s,4s)-4-((2-((2-(1-(Cyclopropylsulfonyl)-1H-pyrazol-4-yl)pyrimidin-4-yl)amino)-5-(((2R)-2-(trifluoromethyl)tetrahydrofuran-3-yl)ethynyl)pyridin-4-yl)amino)cyclohexyl)methanol